1-(5-fluoro-2-isopropoxybenzyl)-1H-indole-5-carboxylic acid methyl ester COC(=O)C=1C=C2C=CN(C2=CC1)CC1=C(C=CC(=C1)F)OC(C)C